C(C)(C)(C)OC(N[C@H](CC(C)C)C(NN(C(CCl)=O)CCC(=O)N)=O)=O.N(C1=CC=CC=C1)SN anilinesulfenamide tert-Butyl-N-[(1R)-1-[[(3-amino-3-oxo-propyl)-(2-chloroacetyl)amino]carbamoyl]-3-methyl-butyl]carbamate